FC1(C(CC1)=O)F 2,2-difluorocyclobutanone